ClC1=CC=C(C=N1)C(C)N1\C(\C=CC=C1)=N/C(C(F)(F)F)=O (Z)-N-[1-[1-(6-chloro-3-pyridyl)ethyl]-2-pyridylidene]-2,2,2-trifluoroacetamide